P([O-])([O-])=O Racemic-Phosphonate